BrC1=C(NC2=CC=CC=C2)C=CC(=C1)C 2-bromo-4-methyl-N-phenylaniline